BrC=1C=C2C=C(C=NC2=CC1)O[C@H](COC=1C=C(C=NC1)CN)C (S)-(5-(2-((6-bromoquinolin-3-yl)oxy)propoxy)pyridin-3-yl)methylamine